C(C)(C)(C)OC(=O)NCCOC1=CC=C(C=C1)B(O)O (4-(2-((tert-butoxycarbonyl)amino)ethoxy)phenyl)boronic acid